1,1,1-Trimethylol-propan C(O)C(CC)(CO)CO